P(=O)(OC)(OC1=C(C=CC=C1)Cl)OCC(CCCCCCCCCCCCCCCCCCCC)OCC1=CC(=CC(=C1)F)C#N methyl (2-chlorophenyl) (2-((3-cyano-5-fluorobenzyl)oxy)docosyl) phosphate